4-[(1R)-1-Aminoethyl]-2,6-diethoxy-3-methylphenyl-ethan-1-one hydrochloride Cl.N[C@H](C)C1=C(C(=C(C(=C1)OCC)C(C)=O)OCC)C